[Ge]1(=CC=CC=C1)C(=O)OF fluoro germinate